BrC1=CC=C(C=C1)N1CCNCC1 1-(4-Bromophenyl)piperazine